(2R)-1-tert-butoxycarbonyl-4,4-difluoro-pyrrolidine-2-carboxylic acid C(C)(C)(C)OC(=O)N1[C@H](CC(C1)(F)F)C(=O)O